FC=1C=C(CSC=2N(C(C=3C(N2)=NNC3)=O)C3=C(C=CC=C3)C)C=CC1 6-((3-fluorobenzyl)thio)-5-(o-tolyl)-2H-pyrazolo[3,4-d]pyrimidin-4(5H)-one